C(C)N1CCC(CC1)NC=1C=C2C(C(NC2=CC1)=O)=C(C=1NC=CN1)C1=CC(=CC=C1)F 5-[(1-Ethylpiperidin-4-yl)amino]-3-[(3-fluorophenyl)-(1H-imidazol-2-yl)methylidene]-1H-indol-2-one